cis-N-(3-(trans-2-(1H-1,2,3-triazol-1-yl)cyclobutyl)-4-chlorophenyl)-3-methyl-6-azabicyclo[3.1.1]heptane-6-carboxamide N1(N=NC=C1)[C@H]1[C@@H](CC1)C=1C=C(C=CC1Cl)NC(=O)N1C2CC(CC1C2)C